C1(CCCCCC1)C=1C(=C(C(=O)N)C=CC1)O cycloheptyl-2-hydroxybenzamide